Diethyl 4-isopropyl-1H-pyrazole-3,5-dicarboxylate C(C)(C)C=1C(=NNC1C(=O)OCC)C(=O)OCC